(1R,7E,20S,22R)-15-Bromo-10-oxa-3,16,18,21,25-pentaazapentacyclo[18.3.1.13,6.01,22.012,17]pentacosa-4,6(25),7,12,14,16-hexaen-19-one Trifluoroacetic Acid Salt FC(C(=O)O)(F)F.BrC1=CC=C2COC/C=C/C=3C=CN(C[C@@]45[C@H](N[C@H](C(NC2=N1)=O)C5)C4)N3